N-((2S)-6-(3,8-diazabicyclo[3.2.1]octan-3-yl)-5-cyano-1,2,3,4-tetrahydronaphthalen-2-yl)-7-amino-3-methylthieno[2,3-b]pyrazine-6-carboxamide C12CN(CC(CC1)N2)C=2C(=C1CC[C@@H](CC1=CC2)NC(=O)C2=C(C=1C(=NC(=CN1)C)S2)N)C#N